CS(=O)(=O)O.CS(=O)(=O)O.CS(=O)(=O)O.NCCCC[C@@H](C(=O)OCC1=CC=CC=C1)NC([C@H](CCCCN)N)=O benzyl (2S)-6-amino-2-[[(2S)-2,6-diaminohexanoyl]amino]hexanoate tri-methanesulfonate